D-5-methoxy-1-oxo-1,2,3,4-tetrahydroisoquinoline-3-carboxylic acid COC1=C2C[C@@H](NC(C2=CC=C1)=O)C(=O)O